OC=1C(=C2CC[C@@](OC2=C(C1C)C)(C(=O)N)C)C (R)-6-hydroxy-2,5,7,8-tetramethyl-chroman-2-carboxamide